CN(C)CC1=CN(C2=CC(=CC=C12)F)C1=NC(=NC=C1)NC=1C(=NC(=C(C1)[N+](=O)[O-])N1CCOCC1)OC 4-(3-((dimethylamino)methyl)-6-fluoro-1H-indol-1-yl)-N-(2-methoxy-6-morpholino-5-nitropyridin-3-yl)pyrimidin-2-amine